2,6-difluoroquinoline-8-carboxylic acid FC1=NC2=C(C=C(C=C2C=C1)F)C(=O)O